(1-methylpiperidin-4-yl)-1H-pyrazole-4-boronic acid pinacol ester CN1CCC(CC1)N1N=CC(=C1)B1OC(C)(C)C(C)(C)O1